isopropyl ((((3aR,4R,6R,6aR)-6-(3,5-dioxo-4,5-dihydro-1,2,4-triazin-2(3H)-yl)-2,2-dimethyltetrahydrofuro[3,4-d][1,3]dioxol-4-yl)methoxy)(phenoxy)phosphoryl)-L-alaninate O=C1N(N=CC(N1)=O)[C@@H]1O[C@@H]([C@@H]2[C@H]1OC(O2)(C)C)COP(=O)(OC2=CC=CC=C2)N[C@@H](C)C(=O)OC(C)C